1-bromo-2,2-difluoroethene BrC=C(F)F